NC1=C(C(NC2=C(C=CC=C12)C1=C(C=CC(=C1)OCC1=COC=C1)F)=O)C(=O)NCCC 4-Amino-8-(2-fluoro-5-(furan-3-ylmethoxy)phenyl)-2-oxo-N-propyl-1,2-dihydroquinoline-3-carboxamide